CP1(OCC2(CO1)COP(OC2)(C)=O)=O 3,9-dimethyl-2,4,8,10-tetraoxa-3,9-diphosphaspiro[5.5]undecane 3,9-dioxide